[Si](C)(C)(C(C)(C)C)OC1C2=C(C(=C=C=C2C1(F)F)OC=1C=C(CC#N)C=C(C1)F)C=O 3-{7-[tert-butyldimethylsilyloxy]-8,8-difluoro-5-formylbicyclo[4.2.0]oct-1,3,5-triene-2-enyloxy}-5-fluorobenzyl cyanide